NC1=CC=C(C(=O)N[C@@H]2C([C@H](C2(C)C)OC2=CC(=C(C=C2)C#N)Cl)(C)C)C=C1 trans-4-Amino-N-[3-(3-chloro-4-cyanophenoxy)-2,2,4,4-tetramethylcyclobutyl]benzamide